3-methyl-8-{3-[6-(1-methyl-1H-pyrazol-5-yl)-1,2,3,4-tetrahydro-1,5-naphthyridin-1-yl]-1H-pyrazolo[3,4-b]pyrazin-6-yl}-2-oxa-8-azaspiro[4.5]decan-4-amine hydrochloride Cl.CC1OCC2(C1N)CCN(CC2)C2=CN=C1C(=N2)NN=C1N1CCCC2=NC(=CC=C12)C1=CC=NN1C